2-acetylaminopyrazolo[1,5-a]pyrid-3-ylamine C(C)(=O)NC1=NN2C(C=CC=C2)=C1N